C(C)NS(=O)(=O)C1=C(C=CC(=C1)NC1=NC=CC=N1)C1=CN=C(S1)[C@@H]1CC[C@H](CC1)NC(OC(C)C)=O isopropyl trans-N-[4-[5-[2-(ethylsulfamoyl)-4-[(pyrimidin-2-yl)amino]phenyl]thiazol-2-yl]cyclohexyl]carbamate